tris(2-methylpropene-1-yl)boroxine CC(=CB1OB(OB(O1)C=C(C)C)C=C(C)C)C